(S)-1-(4-amino-5-(3-chloro-1H-pyrrolo[2,3-b]pyridin-2-yl)-9,9-dimethyl-8,9-dihydropyrazino[1',2':1,5]pyrrolo[2,3-d]pyrimidin-7(6H)-yl)-2-morpholinopropan-1-one NC=1C2=C(N=CN1)N1C(=C2C2=C(C=3C(=NC=CC3)N2)Cl)CN(CC1(C)C)C([C@H](C)N1CCOCC1)=O